((4-azidopyridin-3-yl)methylene)ethanamine N(=[N+]=[N-])C1=C(C=NC=C1)C=C(C)N